N-(6-methyl-5-(7-(methylamino)-1,6-naphthyridin-3-yl)pyridin-3-yl)-1-oxo-2,3-dihydro-1H-indene-4-carboxamide CC1=C(C=C(C=N1)NC(=O)C=1C=2CCC(C2C=CC1)=O)C=1C=NC2=CC(=NC=C2C1)NC